4-[6-[(3-methoxy-1-naphthyl)carbamoyl]-2-(4-pyridyl)pyrimidin-4-yl]piperazine-1-carboxylate COC=1C=C(C2=CC=CC=C2C1)NC(=O)C1=CC(=NC(=N1)C1=CC=NC=C1)N1CCN(CC1)C(=O)[O-]